IC=1C=CC(=C(C1)C(=O)C1=CC=C(C=C1)O[C@@H]1COCC1)Cl (5-iodo-2-chlorophenyl)[4-[[(3S)-tetrahydro-3-furanyl]oxy]phenyl]methanone